C(C1=CC=CC=C1)N1CCC2=C(CC1)N=CC(=N2)OC2=CC=CC=C2 7-benzyl-2-phenoxy-6,7,8,9-tetrahydro-5H-pyrazino[2,3-d]azepine